2-(dimethylamino)ethyl-sulfamide CN(CCNS(=O)(=O)N)C